COC1=C(C(=O)N([C@H](C)C2=CC=CC3=CC=CC=C23)C(C(=O)NC)C=2C=NC=CC2)C=CC(=C1)OC 2,4-dimethoxy-N-(2-(methylamino)-2-oxo-1-(pyridin-3-yl)ethyl)-N-((R)-1-(naphthalen-1-yl)ethyl)benzamide